COC(\C=C/C(=O)[O-])=O.[Zn+] zinc monomethyl-maleate salt